N1=C(C=CC=C1)C1OCCCC1 (pyridin-2-yl)oxan